ClC1=C(C(=NC=N1)N)C=1OC(=NN1)C 6-chloro-5-(5-methyl-1,3,4-oxadiazol-2-yl)pyrimidin-4-amine